2-((6-(dimethylamino)quinolin-4-yl)amino)-N-(3-((2-methylpyridin-4-yl)amino)phenyl)isonicotinamide CN(C=1C=C2C(=CC=NC2=CC1)NC=1C=C(C(=O)NC2=CC(=CC=C2)NC2=CC(=NC=C2)C)C=CN1)C